1-Undecyl-1-ethylpiperidinium chlorid [Cl-].C(CCCCCCCCCC)[N+]1(CCCCC1)CC